N[C@@H](C(=O)NC1=CC(=C(C=C1)C1=C2C(=NC=C1)NC=C2)C#N)CC(C)C (2R)-2-Amino-N-[3-cyano-4-(1H-pyrrolo[2,3-b]pyridin-4-yl)phenyl]-4-methyl-pentanamide